BrCC1CN(C1)C(=O)OC(C)(C)C tert-butyl 3-(bromomethyl)azetidine-1-carboxylate